1,4,7,10-tetraazacyclododecane-1,4,7-triyl triacetate C(C)(=O)ON1CCN(CCN(CCNCC1)OC(C)=O)OC(C)=O